9-((2R,3R,4S,5S)-5-((R)-1-(3,4-dichlorophenyl)-1-hydroxyethyl)-3,4-dihydroxytetrahydrofuran-2-yl)-1,9-dihydro-6H-purin-6-one O-methyl oxime CON=C1C=2N=CN(C2N=CN1)[C@@H]1O[C@@H]([C@H]([C@H]1O)O)[C@](C)(O)C1=CC(=C(C=C1)Cl)Cl